C1(CC1)C1=NC=NC(=C1C=1N=C(C2=C(N1)N(C=C2)COCC[Si](C)(C)C)OCC=2C=NC(=C(C2)F)C=2N(C=C(N2)C(F)(F)F)CC)OC 2-[[2-(4-cyclopropyl-6-methoxy-pyrimidin-5-yl)-4-[[6-[1-ethyl-4-(trifluoromethyl)imidazol-2-yl]-5-fluoro-3-pyridyl]methoxy]pyrrolo[2,3-d]pyrimidin-7-yl]methoxy]ethyl-trimethyl-silane